FC1=CC=C(C=C1)C=CC(=O)C1=CC=C(C=C1)O 3-(4-Fluorophenyl)-1-(4-hydroxyphenyl)prop-2-en-1-one